5-(4-chloro-6-methoxy-3-pyridinyl)-N-[3-chloro-4-[4-(piperidine-4-carbonyl)piperazine-1-carbonyl]phenyl]-1-methyl-imidazole-2-carboxamide ClC1=C(C=NC(=C1)OC)C1=CN=C(N1C)C(=O)NC1=CC(=C(C=C1)C(=O)N1CCN(CC1)C(=O)C1CCNCC1)Cl